ClC1=NC(=CC(=N1)C1=C2C=CC=NC2=C2N=CC=CC2=C1)C=1C2=CC=CC=C2C=2C=CC=CC2C1 5-(2-chloro-6-(phenanthren-9-yl)pyrimidin-4-yl)-1,10-phenanthroline